C1(CC1)OC=1C=NC(=C(C(=O)O)C1)C=O 5-CYCLOPROPOXY-2-FORMYLNICOTINIC ACID